CN1CCC=C2C1=C(CN2)C=O 4-METHYL-5,6-DIHYDRO-1H-PYRROLO[2,3-E]PYRIDINE-3-CARBALDEHYDE